molybdenum benzoic acid C(C1=CC=CC=C1)(=O)O.[Mo]